O[C@H]1C[C@@H]2C(C[C@H]3[C@@H]4CC[C@H]([C@@H](CCCC(C)C)C)[C@]4(CC[C@@H]3[C@]2(CC1)C)C)=O 3α-hydroxy-5α-cholestan-6-one